COC(C1=C(C=CC=C1)C1=CC=2N(C=C1)C(=NC2)\C=C\C2=NC=CC=C2)=S 2-[3-[(E)-2-(2-pyridyl)ethenyl]imidazo[1,5-a]pyridin-7-yl]thiobenzoic acid methyl ester